trimethylolpropan tri(3-mercaptopropionate) SCCC(=O)O.SCCC(=O)O.SCCC(=O)O.C(O)C(CC)(CO)CO